4-(((7-methoxyquinolin-4-yl)amino)methyl)benzenesulfonamide COC1=CC=C2C(=CC=NC2=C1)NCC1=CC=C(C=C1)S(=O)(=O)N